2-(6-((2R,6S)-2,6-dimethylmorpholino)-2-methylpyridin-3-yl)-N6-methyl-spiro[3.3]heptane-2,6-diamine C[C@H]1O[C@H](CN(C1)C1=CC=C(C(=N1)C)C1(CC2(C1)CC(C2)NC)N)C